ClC1=NC=CC(=C1)C1=CC=NN1C1OCCCC1 2-chloro-4-(1-(tetrahydro-2H-pyran-2-yl)-1H-pyrazol-5-yl)pyridine